C(C=C)(=O)N1CCC(CCC1)CCC N-acryloyl-4-propylhexamethyleneimine